ClC=1C(=C(C=CC1)[NH+]1CCC(CC1)CCN1N=C(C2=C1CCC2)C(=O)N2CC(C(CC2)O)F)C [1-[2-[1-(3-Chloro-2-methylphenyl)piperidin-1-ium-4-yl]ethyl]-5,6-dihydro-4H-cyclopenta[c]pyrazol-3-yl]-(3-fluoro-4-hydroxy-1-piperidyl)methanon